Br[Si](C1=CC=C(C=C1)C=C)(Br)Br tribromo(4-vinylphenyl)silane